N-(4-methyl-1,1-dioxidotetrahydro-2H-thiopyran-4-yl)-5-((3-(2,2,2-trifluoroethoxy)-5-vinylpyridin-2-yl)oxy)pyrazolo[1,5-a]pyridine-2-carboxamide CC1(CCS(CC1)(=O)=O)NC(=O)C1=NN2C(C=C(C=C2)OC2=NC=C(C=C2OCC(F)(F)F)C=C)=C1